3-hydroxy-butylcarnitine OC(CCC(O)(C[N+](C)(C)C)CC([O-])=O)C